2-((3,4-dihydroisoquinolin-2(1H)-yl)methyl)-5-((4-(2-hydroxy-2-methylpropyl)benzyl)oxy)-4H-pyran-4-one C1N(CCC2=CC=CC=C12)CC=1OC=C(C(C1)=O)OCC1=CC=C(C=C1)CC(C)(C)O